2-indolylglycine N[C@@H](C=1NC2=CC=CC=C2C1)C(=O)O